(3S)-4-(dimethylamino)-3-[9H-fluorene-9-ylmethoxycarbonyl(methyl)amino]-4-oxobutanoic acid CN(C([C@H](CC(=O)O)N(C)C(=O)OCC1C2=CC=CC=C2C=2C=CC=CC12)=O)C